C(C#C)N1N=CC=C1 prop-2-ynyl-2H-pyrazole